F[C@@H]1CN(CC[C@H]1OC1=C(C(=O)N)C=CC=N1)C(CC1=CC=C(C=C1)OC(F)(F)F)=O (((3R,4R)-3-fluoro-1-(2-(4-(trifluoromethoxy)phenyl)acetyl)piperidin-4-yl)oxy)nicotinamide